C1CCC2=CC(=CC=C12)C1CC=NN1C(=O)C1CCN(CC1)C1=NC=C(C=N1)F (5-(2,3-dihydro-1H-inden-5-yl)-4,5-dihydro-1H-pyrazol-1-yl)(1-(5-fluoropyrimidin-2-yl)piperidin-4-yl)methanone